C(OCC1=CC(OC2=CC(=C(C=C12)Br)O)=O)([O-])=O 6-bromo-7-hydroxycoumarin-4-ylmethyl carbonate